4-([1,1'-biphenyl]-4-yl)-6-chloro-1,3,5-triazine C1(=CC=C(C=C1)C1=NC=NC(=N1)Cl)C1=CC=CC=C1